CC(C)C/C=C/[C@@H](C)[C@H]1CC[C@H]2[C@@H]3CC=C4C[C@@H](O)CC[C@]4(C)[C@H]3CC[C@]12C 22-dehydrocholesterol